CC1NCCC=2C=CC(=NC12)C=C 8-methyl-2-vinyl-5,6,7,8-tetrahydro-1,7-naphthyridine